FCC=1C=C(CN2CCC3(CC2)COC2=C4CN(C(C4=CC=C23)=O)C2C(NC(CC2)=O)=O)C=CC1 3-(1'-(3-(fluoromethyl)benzyl)-6-oxo-6,8-dihydro-2H,7H-spiro[furo[2,3-e]isoindole-3,4'-piperidin]-7-yl)piperidine-2,6-dione